N-{3-[2-(2,6-Dioxopiperidin-3-yl)-1-oxo-2,3-dihydro-1H-isoindol-5-yl]isoquinolin-1-yl}-N-methylacetamide O=C1NC(CCC1N1C(C2=CC=C(C=C2C1)C=1N=C(C2=CC=CC=C2C1)N(C(C)=O)C)=O)=O